Cl.C1(NC(N2N1C=CC=C2)=O)=O [1,2,4]triazolo[1,2-a]pyridazin-1,3(2H)-dione hydrochloride